8-(2-((3,3-difluorocyclobutyl)amino)-7H-pyrrolo[2,3-d]pyrimidin-5-yl)-3,4-dihydrobenzo[f][1,4]oxazepin-5(2H)-one FC1(CC(C1)NC=1N=CC2=C(N1)NC=C2C2=CC1=C(C(NCCO1)=O)C=C2)F